COCCN1C[C@H](N[C@H](C1)C)C (2R,6S)-4-(2-methoxyethyl)-2,6-dimethylpiperazine